1,3,6,8,10,13,16,19-octaazabicyclo-[6.6.6]eicosane cobalt [Co].N12CNCCNCN(CNCCNC1)CNCCNC2